CC1(COC1)C1=CC=C(C#N)C=C1 4-(3-methyloxetan-3-yl)benzonitrile